C1(CC1)N1N=CC(=C1)C=1C=C(C=CC1)N(C(=O)[C@@H]1CC[C@H](CC1)O)C[C@@H]1CC[C@H](CC1)C1=NC(=C(C=C1)OC)C trans-N-(3-(1-cyclopropyl-1H-pyrazol-4-yl)phenyl)-4-hydroxy-N-((trans-4-(5-methoxy-6-methylpyridin-2-yl)cyclohexyl)methyl)cyclohexane-carboxamide